2-amino-2-(2-fluoro-3-(trifluoromethoxy)phenyl)-6-hydroxycyclohexane-1-one mesylate S(C)(=O)(=O)O.NC1(C(C(CCC1)O)=O)C1=C(C(=CC=C1)OC(F)(F)F)F